C(#N)C1=CC=C(C=C1)N1C=NC2=C1C=CC(=C2)C(=O)NCC=2N=C1N(C=CC=C1)C2 1-(4-cyanophenyl)-N-(imidazo[1,2-a]pyridin-2-ylmethyl)-1H-benzo[d]imidazole-5-carboxamide